OC1=C(C(=CC(=C1)OC)OC)C=C=O 2-hydroxy-4,6-dimethoxyphenylketene